(S)-N-(2-chloro-6-fluorophenyl)-4-(3-(2-cyanoethyl)-3-methylureido)-5-fluoro-2-((1,1,1-trifluoropropan-2-yl)oxy)benzamide ClC1=C(C(=CC=C1)F)NC(C1=C(C=C(C(=C1)F)NC(=O)N(C)CCC#N)O[C@H](C(F)(F)F)C)=O